ClC1=C(C(=CC=C1)O)B(O)O (2-chloro-6-hydroxy-phenyl)boronic acid